(2R,6S)-N-{2-[(2H5)benzyl]-2-azaspiro[3.3]heptan-6-yl}-2,6-dimethyl-4-[5-(trifluoromethyl)pyrimidin-2-yl]piperazine-1-carboxamide C(C=1C(=C(C(=CC1)[2H])[2H])[2H])(N1CC2(C1)CC(C2)NC(=O)N2[C@@H](CN(C[C@@H]2C)C2=NC=C(C=N2)C(F)(F)F)C)([2H])[2H]